C(C)(C)(C)OC(=O)OC=CC1=CC=CC=C1 tertiary butyloxycarbonyloxystyrene